CC1CCOC2=CC=CC(=C12)CC(=O)OC methyl 2-(4-methylchroman-5-yl)acetate